C(C)(C)(C)OC(=O)N(C1=CC(=NC=2N1N=CC2C(C)C)NC[C@@H]2[C@H](CN(CC2)C(=O)OC(C)(C)C)O)CC2=CC=C(C=C2)C2=NC=CC=C2C tert-butyl (3R,4R)-4-(((7-((tert-butoxycarbonyl)(4-(3-methylpyridin-2-yl)benzyl)amino)-3-isopropylpyrazolo[1,5-a]pyrimidin-5-yl)amino)methyl)-3-hydroxypiperidine-1-carboxylate